ClC=1C(=C(C=CC1)NC1=NC=NC2=CC(=C(C=C12)N)C#CC1CN(CC1)C)F N4-(3-chloro-2-fluorophenyl)-7-((1-methylpyrrolidin-3-yl)ethynyl)quinazoline-4,6-diamine